(1S,2S)-N-(6-(7-amino-5-chloro-6-fluoro-1H-indazol-4-yl)imidazo[1,2-a]pyrazin-2-yl)-2-fluorocyclopropane-1-carboxamide NC=1C(=C(C(=C2C=NNC12)C=1N=CC=2N(C1)C=C(N2)NC(=O)[C@H]2[C@H](C2)F)Cl)F